NCCOCCOCCOCCOCCOCCOCCNS(=O)(=O)C1=CC=C(OC2=C(C=C(C=C2F)/C=C(/C(=O)N=C(N)N)\C)F)C=C1 (E)-3-(4-(4-(N-(20-amino-3,6,9,12,15,18-hexaoxaicosyl)sulfamoyl)phenoxy)-3,5-difluorophenyl)-N-(diaminomethylene)-2-methylacrylamide